N=1N=CN(C1)C1=CC(=C2C=NNC2=C1)OCCOCCCCNCC1=CC(=C(C=C1)OC(F)(F)F)F 4-(2-((6-(4H-1,2,4-triazol-4-yl)-1H-indazol-4-yl)oxy)ethoxy)-N-(3-fluoro-4-(trifluoromethoxy)benzyl)butan-1-amine